C(C)C=1C(=CC(=C(C1)O)F)C1=CC=C2C(=NNC2=C1)C=1NC=C(N1)CN1CCOCC1 5-Ethyl-2-Fluoro-4-(3-(4-(Morpholinomethyl)-1H-Imidazol-2-yl)-1H-Indazol-6-yl)phenol